(6-Bromobenzo[d][1,3]dioxol-5-yloxy)trimethylsilane tert-butyl-N-[2-[2-[2-[2-[2-[2-[2-[2-(3-hydroxypropoxy)ethoxy]ethoxy]ethoxy]ethoxy]ethoxy]ethoxy]ethoxy]ethyl]-N-methyl-carbamate C(C)(C)(C)OC(N(C)CCOCCOCCOCCOCCOCCOCCOCCOCCCO)=O.BrC=1C(=CC2=C(OCO2)C1)O[Si](C)(C)C